4-((tert-butyldimethylsilyl)oxy)tetrahydrofuran [Si](C)(C)(C(C)(C)C)OC1CCOC1